C1=CC=CC2=C(C3=CC=CC=C3C(=C12)[As](O)(=O)O)[As](O)(=O)O 9,10-anthracenediarsonic acid